1-(4-hydroxyphenyl)ethyltrimethoxysilane OC1=CC=C(C=C1)C(C)[Si](OC)(OC)OC